CC(C)(C)[Si](O[Si](C)(C)C)(O[Si](C)(C)C)O[Si](C)(C)C 3-(1,1-dimethylethyl)-1,1,1,5,5,5-hexamethyl-3-[(trimethylsilyl)oxy]trisiloxane